[Cr].CC(CC(C)=O)=O.CC(CC(C)=O)=O.CC(CC(C)=O)=O tris(2,4-pentanedione) chromium